2-amino-5-chloro-4-(tri-fluorometh-yl)benzoic acid NC1=C(C(=O)O)C=C(C(=C1)C(F)(F)F)Cl